C(=O)(O)C(CC1=CC=C(C=C1)OCC(C(F)F)(F)F)N1CCN(CCN(CCN(CC1)CC(=O)[O-])CC(=O)[O-])CC(=O)[O-].[Gd+3] gadolinium 2,2',2''-(10-{1-carboxy-2-[4-(2,2,3,3-tetrafluoropropoxy)phenyl]ethyl}-1,4,7,10-tetraazacyclododecane-1,4,7-triyl)triacetate